methyl (S)-3-fluoro-4-(3-(4-(trifluoromethyl)phenoxy) pyrrolidin-1-yl)benzoate FC=1C=C(C(=O)OC)C=CC1N1C[C@H](CC1)OC1=CC=C(C=C1)C(F)(F)F